N1(CCCC1)CCCCO 4-(pyrrolidin-1-yl)butan-1-ol